[Cl-].[Cl-].C(C1=CC=CC=C1)C(CC1=CC=CC=C1)=[Zr+2](C1=C(C=CC=2C3=CC(=C(C=C3CC12)C)CC1=CC=CC=C1)CC(C(C)CC1=CC=CC=C1)C)C1C=CC=C1 dibenzylmethylene(cyclopentadienyl)(2,7-dimethyl-3,6-dibenzyl-butylfluorenyl)zirconium dichloride